2-Chloro-N-(4-nitrophenethyl)-5-(trifluoromethoxy)chinolin-4-amin ClC1=NC2=CC=CC(=C2C(=C1)NCCC1=CC=C(C=C1)[N+](=O)[O-])OC(F)(F)F